C(C)N1N=CC(=C1)C=1SC=C(N1)C(=O)NC=1C(=NN(C1)CC(F)(F)F)OC 2-(1-ethyl-1H-pyrazol-4-yl)-N-[3-methoxy-1-(2,2,2-trifluoroethyl)-1H-pyrazol-4-yl]-1,3-thiazole-4-carboxamide